C(C1=CC=CC=C1)O[C@H](CO)[C@H](O[Si](C)(C)C(C)(C)C)C1=CC(=C(C=C1)OCOC)OCOC (2R,3R)-2-(benzyloxy)-3-(3,4-bis(methoxymethoxy)phenyl)-3-((tert-butyldimethyl-silyl)oxy)propan-1-ol